2-ferrocenylimidazo[4,5-b]Pyridine [C-]1(C=CC=C1)C=1NC=2C(=NC=CC2)N1.[CH-]1C=CC=C1.[Fe+2]